COC=1C=C2C(=NC(=NC2=CC1OC)C)NC(C)C=1SC(=CC1)C1=CC(=CC=C1)S(=O)(=O)C 6,7-dimethoxy-2-methyl-N-[1-{5-[3-(methyl-sulfonyl)phenyl]-thiophen-2-yl}-ethyl]quinazolin-4-amine